C(C(=C)C)(=O)OCCOC1=CC=C(C=C1)C1(C2=CC(=CC=C2C=2C=CC=C(C12)OCCOC(C(=C)C)=O)C)C1=CC=C(C=C1)OCCOC(C(=C)C)=O 9,9-bis[4-(2-methacryloxyethoxy)phenyl]-2,7-dimethyl-acryloxyethoxyfluorene